dicyanooxy-1,1'-biphenyl C(#N)OC1=CC=C(C=C1)C1=CC=C(C=C1)OC#N